(R)-N-(6-chloro-8-methylisoquinolin-1-yl)-6-(4-(methoxymethyl)-1H-1,2,3-triazol-1-yl)-N-(piperidin-3-yl)nicotinamide ClC=1C=C2C=CN=C(C2=C(C1)C)N(C(C1=CN=C(C=C1)N1N=NC(=C1)COC)=O)[C@H]1CNCCC1